methyl 6-((3-(1-(1-(2-amino-5-bromophenyl)piperidin-4-yl)cyclopropyl)propyl)(4-methoxybenzyl)amino)-picolinate NC1=C(C=C(C=C1)Br)N1CCC(CC1)C1(CC1)CCCN(C1=CC=CC(=N1)C(=O)OC)CC1=CC=C(C=C1)OC